(S)-3-amino-2,2-difluoro-1-(4-fluorophenyl)propan-1-ol NCC([C@@H](O)C1=CC=C(C=C1)F)(F)F